2-(2,6-dioxopiperidin-3-yl)-5-(((R)-1-((1-(2-(4-(1,2-diphenylbuta-1-En-1-yl)phenoxy)ethyl)piperidin-4-yl)methyl)piperidin-3-yl)amino)isoindoline-1,3-dione O=C1NC(CCC1N1C(C2=CC=C(C=C2C1=O)N[C@H]1CN(CCC1)CC1CCN(CC1)CCOC1=CC=C(C=C1)C(=C(CC)C1=CC=CC=C1)C1=CC=CC=C1)=O)=O